N-((3R,4S)-3-(pyrrolidin-1-yl)chroman-4-yl)-2-(trifluoromethyl)-1H-pyrrolo[3,2-c]pyridin-4-amine N1(CCCC1)[C@H]1COC2=CC=CC=C2[C@@H]1NC1=NC=CC2=C1C=C(N2)C(F)(F)F